16-(2-dodecylamino-2-oxoethyl)-1,4,10,13-tetraoxa-7,16-diazacyclooctadecane-7-carboxylic acid tert-butyl ester C(C)(C)(C)OC(=O)N1CCOCCOCCN(CCOCCOCC1)CC(=O)NCCCCCCCCCCCC